ClC1=C(C=C(C(=C1)F)C1=NC=C(C=C1Cl)C(C)(F)F)C1=NOC(C1)(C(=O)OCC)C ethyl 3-[2-chloro-5-[3-chloro-5-(1,1-difluoroethyl)-2-pyridyl]-4-fluoro-phenyl]-5-methyl-4H-isoxazole-5-carboxylate